tert-Butyl (4S)-4-[3-hydroxy-3-(2-pyridyl)propyl]-2,2-dimethyl-pyrrolidine-1-carboxylate OC(CC[C@H]1CC(N(C1)C(=O)OC(C)(C)C)(C)C)C1=NC=CC=C1